C[Si](OC([C@@]12C(CC[C@H]1[C@@H]1CC=C3CCCC[C@]3(C)[C@H]1CC2)=O)O[Si](C)(C)C)(C)C 3E,7E-Bis-(trimethylsiloxy)-5-androsten-17-one